N1(N=CC=C1)CC1(COC1)CNC1=C(C=C(C=C1)NC1=CC(=C(C=C1)Cl)F)C N1-((3-((1H-pyrazol-1-yl)methyl)oxetan-3-yl)methyl)-N4-(4-chloro-3-fluorophenyl)-2-methylbenzene-1,4-diamine